N-[(S)-[7-[(R)-cyclopropyl-(6-oxo-5,7-diazaspiro[2.4]hept-5-yl)methyl]imidazo[1,2-b]pyridazin-2-yl](4,4-difluorocyclohexyl)methyl]-4-methyl-1,2,5-oxadiazole-3-carboxamide C1(CC1)[C@H](C1=CC=2N(N=C1)C=C(N2)[C@@H](NC(=O)C2=NON=C2C)C2CCC(CC2)(F)F)N2CC1(CC1)NC2=O